FC=1C(=C2C(NCC2=CC1)=O)NC=1C(C(C1OC)=O)=O 3-[(5-fluoro-3-oxo-isoindolin-4-yl)amino]-4-methoxy-cyclobut-3-ene-1,2-dione